1-[[(2S)-3-bromo-2-methyl-propoxy]methyl]-4-methoxy-benzene BrC[C@H](COCC1=CC=C(C=C1)OC)C